O[C@H]1C[C@H]2CC([C@H]3[C@@H]4CC[C@H]([C@@H](CCC(=O)OC)C)[C@]4(CC[C@@H]3[C@]2(CC1)C)C)=O methyl 3α-hydroxy-7-keto-5β-cholanate